tert-butyl 7-(2-(3-((3-methoxy-3-oxo-1-phenylpropyl) amino)-3-methylpyrrolidin-1-yl) ethyl)-3,4-dihydro-1,8-naphthyridine-1(2H)-carboxylate COC(CC(C1=CC=CC=C1)NC1(CN(CC1)CCC1=CC=C2CCCN(C2=N1)C(=O)OC(C)(C)C)C)=O